The molecule is a fatty acid ester that is mevastatin carrying an additional methyl group on the carbobicyclic skeleton. It is used in as an anticholesteremic drug and has been found in fungal species such as Aspergillus terreus and Pleurotus ostreatus (oyster mushroom). It has a role as an Aspergillus metabolite, a prodrug, an anticholesteremic drug and an antineoplastic agent. It is a polyketide, a statin (naturally occurring), a member of hexahydronaphthalenes, a delta-lactone and a fatty acid ester. It derives from a (S)-2-methylbutyric acid and a mevastatin. CC[C@H](C)C(=O)O[C@H]1C[C@H](C=C2[C@H]1[C@H]([C@H](C=C2)C)CC[C@@H]3C[C@H](CC(=O)O3)O)C